2-Chloro-5-(trifluoromethyl)-pyridine ClC1=NC=C(C=C1)C(F)(F)F